N-(1-(5-(3-cyano-7-(2-hydroxy-2-methylpropyloxy)imidazo[1,2-a]pyridin-5-yl)pyridin-2-yl)-4-methylpiperidin-4-yl)-2,6-difluorobenzamide C(#N)C1=CN=C2N1C(=CC(=C2)OCC(C)(C)O)C=2C=CC(=NC2)N2CCC(CC2)(C)NC(C2=C(C=CC=C2F)F)=O